rac-N-((1R,2R)-2-((tert-butyldimethylsilyl)oxy)cyclohexyl)-3-chloro-5-(trifluoromethyl)aniline [Si](C)(C)(C(C)(C)C)O[C@H]1[C@@H](CCCC1)NC1=CC(=CC(=C1)C(F)(F)F)Cl |r|